2-cyclobutyl-N4-(6-fluoropyridin-3-yl)-6-(pyridin-2-yl)-1,3,5-triazine-2,4-diamine C1(CCC1)C1(NC(=NC(=N1)NC=1C=NC(=CC1)F)C1=NC=CC=C1)N